N-((2-(2',6'-dimethyl-[2,4'-bipyridin]-6-yl)-1,6-naphthyridin-7-yl)methyl)-1-(methyl-sulfonyl)-1H-indazole-6-carboxamide CC1=NC(=CC(=C1)C1=NC(=CC=C1)C1=NC2=CC(=NC=C2C=C1)CNC(=O)C1=CC=C2C=NN(C2=C1)S(=O)(=O)C)C